(S)-4-((5-fluoro-4-(4'-methyl-4'H-spiro[cyclopropane-1,7'-pyrazolo[1,5-a]pyrazin]-5'(6'H)-yl)pyrimidin-2-yl)amino)benzenesulfonamide FC=1C(=NC(=NC1)NC1=CC=C(C=C1)S(=O)(=O)N)N1[C@H](C=2N(C3(C1)CC3)N=CC2)C